FC(N1N=CC(=C1)C1=CN=C2N1N=C(C=C2NCC2=NC1=C(N2)C=CC=C1F)N1CCOCC1)F 3-(1-(difluoromethyl)-1H-pyrazol-4-yl)-N-((4-fluoro-1H-benzo[d]imidazol-2-yl)methyl)-6-morpholinoimidazo[1,2-b]pyridazin-8-amine